6-phenoxy-2,4-diaminopyrimidine O(C1=CC=CC=C1)C1=CC(=NC(=N1)N)N